ethyl 5-methyl-1-phenyl-1H-1,2,3-triazole-4-carboxylate CC1=C(N=NN1C1=CC=CC=C1)C(=O)OCC